FC1=C(C=CC(=C1)C(F)(F)F)N1CCC(CC1)(C(=O)N[C@@H]1CN(CC1)C)C=1C=NC(=C(C1)F)C=1N(C=CC1)C 1-[2-fluoro-4-(trifluoromethyl)phenyl]-4-[5-fluoro-6-(1-methyl-1H-pyrrol-2-yl)pyridin-3-yl]-N-[(3S)-1-methylpyrrolidin-3-yl]piperidine-4-carboxamide